[Cl-].[Zn+2].C(C1=CC=C(N(CC2CO2)CC2CO2)C=C1)C1=CC=C(N(CC2CO2)CC2CO2)C=C1.[Cl-] 4,4'-methylenebis(N,N-diglycidyl-aniline) zinc chloride